ClC1=NC=2C=C(C=CC2C2=C1COC2)CN(C(=O)C=2C=NC(=NC2)C2CC2)C=2C=NC=CC2OC N-({4-chloro-1H,3H-furo[3,4-c]quinolin-7-yl}methyl)-2-cyclopropyl-N-(4-methoxypyridin-3-yl)pyrimidine-5-carboxamide